m-(α-Azidoacetamido)-phenyl β-D-galactopyranoside O([C@H]1[C@H](O)[C@@H](O)[C@@H](O)[C@H](O1)CO)C1=CC(=CC=C1)NC(CN=[N+]=[N-])=O